ClC1=CC=C(N1C)C=O 5-CHLORO-1-METHYL-1H-PYRROLE-2-CARBALDEHYDE